FC(S(=O)(=O)OC1=C(C=CC=C1)N)(F)F 2-aminophenyl trifluoromethanesulfonate